(7-(trifluoromethyl)-10H-phenoxazin-3-yl)methylamine FC(C=1C=C2OC=3C=C(C=CC3NC2=CC1)CN)(F)F